C(CC(C)CCCC(C)CCCC(C)CCCC(C)C)(=O)OC[C@@H](OC(CC(C)CCCC(C)CCCC(C)CCCC(C)C)=O)COP(=O)([O-])OCC[N+](C)(C)C 1,2-diphytanoylsn-glycero-3-phosphocholine